C(C)C1=NC(=NC(=C1S(=O)(=O)N1CC2(C1)CN(C2)C2CCOCC2)C)C(F)(F)F 2-[4-ethyl-6-methyl-2-(trifluoromethyl)pyrimidin-5-yl]sulfonyl-6-(oxan-4-yl)-2,6-diazaspiro[3.3]heptane